ClC=1C=NC(=C(C(=O)NC2CCC(CC2)CN2C(N(C3=C2C=CC=C3)C=3C=NC(=CC3)OC[C@H]3CN(CCO3)C)=O)C1)C 5-chloro-2-methyl-N-((1R,4R)-4-((3-(6-(((R)-4-methylmorpholin-2-yl)methoxy)pyridin-3-yl)-2-oxo-2,3-dihydro-1H-benzo[d]imidazol-1-yl)methyl)cyclohexyl)nicotinamide